[Na+].C(#CC(=O)O)C(=O)[O-] acetylenedicarboxylic acid monosodium salt